(2R)-2-amino-5-hexynoic acid N[C@@H](C(=O)O)CCC#C